C(#C)C=1SC=C(N1)C(=O)N(C1C(N(CC1)CC(F)(F)F)=O)C1=CC(=CC(=C1)OC)F 2-Ethynyl-N-(3-fluoro-5-methoxyphenyl)-N-(2-oxo-1-(2,2,2-trifluoroethyl)pyrrolidin-3-yl)thiazole-4-carboxamide